FC1(CC(C1)(C)CN1N=C(C(=C1C(=O)N)C(F)(F)F)C1(CC1)F)F 1-((3,3-Difluoro-1-methylcyclobutyl)methyl)-3-(1-fluorocyclopropyl)-4-(trifluoromethyl)-1H-pyrazole-5-carboxamide